CC1CN2C(CC2S1)=O 3-methyl-7-oxo-4-thia-1-azabicyclo[3.2.0]Heptane